C/C=C/1\\[C@H](C(=O)N=C1/C=C\\2/C(=C(/C(=C/C3=C(C(=C(N3)C[C@@H]4C(=C(C(=O)N4)C=C)C)C)CCC(=O)[O-])/N2)CCC(=O)[O-])C)C The molecule is a dicarboxylic acid dianion obtained by deprotonation of the carboxy groups of (3E)-phycoerythrobilin; major species at pH 7.3. It is a dicarboxylic acid dianion and a linear tetrapyrrole anion. It is a conjugate base of a (3E)-phycoerythrobilin.